tert-Butyl 4-((2R,3R)-2-methyl-1-(6-(1-((methylsulfonyl)oxy)-8-azaspiro[4.5]decan-8-yl)-2-(trifluoromethyl)pyrimidin-4-yl)azetidin-3-yl)piperazine-1-carboxylate C[C@H]1N(C[C@H]1N1CCN(CC1)C(=O)OC(C)(C)C)C1=NC(=NC(=C1)N1CCC2(CCCC2OS(=O)(=O)C)CC1)C(F)(F)F